C(C)(C)(C)OC(C[C@H](CCC1CCCCC1)N([C@@H](C)C1=CC=CC=C1)CC1=CC=CC=C1)=O (S)-3-(benzyl-((S)-1-phenylethyl)amino)-5-cyclohexylpentanoic acid tert-butyl ester